C(CCCCCCC\C=C/CCCCCCCC)CC(CC)CCCCCCCC\C=C/CCCCCCCC 1,2-dioleyl-3-methylpropane